2-(4'-Fluoro-2'-(4-methyl-4H-1,2,4-triazol-3-yl)-[1,1'-biphenyl]-3-yl)-6-((((1-hydroxycyclopentyl)methyl)amino)methyl)isoindolin-1-one FC1=CC(=C(C=C1)C1=CC(=CC=C1)N1C(C2=CC(=CC=C2C1)CNCC1(CCCC1)O)=O)C1=NN=CN1C